ClC=1C(=C(C(=O)N2[C@H](CN(CC2)C(=O)OC(C)(C)C)CO)C=C(C1I)Cl)F tert-Butyl (3R)-4-(3,5-dichloro-2-fluoro-4-iodo-benzoyl)-3-(hydroxymethyl)piperazine-1-carboxylate